5-chloro-2-{[methyl(2,2,2-trifluoroethyl)amino]methyl}-7,8-dihydro-6H-spiro[[1,3]oxazolo[5,4-f]quinazoline-9,1'-cyclohexane]-7-one ClC=1C=C2C(=C3C1NC(NC31CCCCC1)=O)OC(=N2)CN(CC(F)(F)F)C